4-R-hydroxyethylamino-3-nitrobenzenesulfonic acid OCCNC1=C(C=C(C=C1)S(=O)(=O)O)[N+](=O)[O-]